(3R,4R)-benzyl 3-amino-4-hydroxypiperidine-1-carboxylate N[C@@H]1CN(CC[C@H]1O)C(=O)OCC1=CC=CC=C1